(3S,5S,8R,9S,10S,13R,14S,15S,17R)-3-ethyl-10,13,15-trimethyl-17-((2R,5S)-6,6,6-trifluoro-5-hydroxy-5-methylhexan-2-yl)hexadecahydro-1H-cyclopenta[a]phenanthren-3-ol C(C)[C@@]1(CC[C@@]2([C@H]3CC[C@@]4([C@H](C[C@@H]([C@H]4[C@@H]3CC[C@H]2C1)C)[C@H](C)CC[C@](C(F)(F)F)(C)O)C)C)O